BrC1=C(C=C(C=C1F)Cl)CO (2-bromo-5-chloro-3-fluorophenyl)methanol